N1-(2-(1H-1,2,4-triazol-1-yl)ethyl)-N4-benzyl-2-(pyridin-4-yl)benzene-1,4-diamine N1(N=CN=C1)CCNC1=C(C=C(C=C1)NCC1=CC=CC=C1)C1=CC=NC=C1